OC1=C2C=CC(OC2=C(C(=C1)O)C(C=CC1=CC=CC=C1)=O)(C)C 5,7-dihydroxy-2,2-dimethyl-8-(1-oxo-3-phenylprop-2-enyl)-2H-chromen